(3E)-3-HEXENOATE C(C\C=C\CC)(=O)[O-]